ClC1=CC=C2C(=CNC2=C1)S(=O)(=O)NC1=NC(=C(C=C1F)CCC#N)OC 6-chloro-N-[5-(2-cyanoethyl)-3-fluoro-6-methoxy-2-pyridyl]-1H-indole-3-sulfonamide